4-Methoxy-5-(1,1,1-trifluoropropan-2-yl)pyrazolo[1,5-c]pyrimidine-3-carboxylic acid COC=1C=2N(C=NC1C(C(F)(F)F)C)N=CC2C(=O)O